BrC=1C=C2C(=NC1)N(N=C2CCF)COCC[Si](C)(C)C 5-bromo-3-(2-fluoroethyl)-1-[[2-(trimethylsilyl)ethoxy]methyl]pyrazolo[3,4-b]pyridine